4,4'-bis[4-(di-p-toluylamino)styryl]biphenyl C1(=CC=C(C=C1)N(C1=CC=C(C=CC2=CC=C(C=C2)C2=CC=C(C=C2)C=CC2=CC=C(C=C2)N(C2=CC=C(C=C2)C)C2=CC=C(C=C2)C)C=C1)C1=CC=C(C=C1)C)C